lead benzoxaborole-6-carboxamide O1B=CC2=C1C=C(C=C2)C(=O)N.[Pb]